N-2-methylphenylcarboxamide CC1=C(C=CC=C1)NC=O